B([O-])([O-])[O-].[PH4+].[PH4+].[PH4+].[PH4+].[PH4+] (penta-phosphonium) borate